F[P-](F)(F)(F)(F)F.Br[P+](N(C)C)(N(C)C)N(C)C Bromotris(dimethylamino)phosphonium hexafluorophosphate